N-butyl-m-methylaniline C(CCC)NC1=CC(=CC=C1)C